4-chloro-2-iodo-1-(1-methylcyclopropoxy)benzene ClC1=CC(=C(C=C1)OC1(CC1)C)I